CN1N=CC(=C1)CC\N=C\C1=CC=C(C#N)C=C1 4-[(1E)-{[2-(1-methylpyrazol-4-yl)ethyl]imino}methyl]benzonitrile